C(C)(C)(C)OC(=O)N1CC(C1)OC1=CC=C(CN2CCN(CC2)C(=O)OCC2=CC=CC=C2)C=C1 benzyl 4-(4-((1-(tert-butoxycarbonyl)azetidin-3-yl)oxy)benzyl)piperazine-1-carboxylate